t-butyl (2S,4R)-4-(5-bromo-2-iodophenoxy)-2,4-dicarbamoylpyrrolidine-1-carboxylate BrC=1C=CC(=C(O[C@@]2(C[C@H](N(C2)C(=O)OC(C)(C)C)C(N)=O)C(N)=O)C1)I